FC=1C=C2C(=CNC(C2=CC1F)=O)C(C)NC(=O)NC1=CC=CC=C1 1-(6,7-difluoro-1-oxo-1,2-dihydroisoquinolin-4-yl)ethyl-3-phenylurea